3-(dimethylamino)acrylic acid methyl ester COC(C=CN(C)C)=O